5-(2-chloro-3-((3R,9aS)-3-(3-chloro-4-fluorophenyl)octahydropyrazino[2,1-c][1,4]oxazine-8-carbonyl)phenyl)oxazol-2(3H)-one ClC1=C(C=CC=C1C(=O)N1C[C@H]2CO[C@@H](CN2CC1)C1=CC(=C(C=C1)F)Cl)C1=CNC(O1)=O